COC(=O)N1C(CC(C1)NCC=1C(=NC(=NC1)SC)NC)C(=O)O.O=C(CC(=O)NC1=CC=C(C=C1)C)C 3-Oxo-N-(p-tolyl)butanamide methyl-4-[[4-(methylamino)-2-methylsulfanyl-pyrimidin-5-yl]methylamino]pyrrolidine-1,2-dicarboxylate